ClC1=C(C=C(C=C1)NC(=O)N1C2CC(CC1(C2)C=2OC(=NN2)C)C)C=2C=NC=C(C2)F cis-N-[4-chloro-3-(5-fluoro-3-pyridinyl)phenyl]-3-methyl-1-(5-methyl-1,3,4-oxadiazol-2-yl)-6-azabicyclo[3.1.1]heptane-6-carboxamide